N-{(6R*,7R*,7aS)-2-[4-(2,6-difluorophenyl)-1,2-benzoxazol-3-yl]-7-methyl-3-oxohexahydro-1H-pyrrolo[1,2-c]imidazol-6-yl}ethanesulfonamide FC1=C(C(=CC=C1)F)C1=CC=CC2=C1C(=NO2)N2C(N1[C@H](C2)[C@H]([C@H](C1)NS(=O)(=O)CC)C)=O |o1:22,23|